ethyl 3-((6-chloro-7-fluoro-1-(1-propyl-1H-pyrazol-4-yl)-1H-indol-3-yl) thio)-2-fluorobenzoate ClC1=CC=C2C(=CN(C2=C1F)C=1C=NN(C1)CCC)SC=1C(=C(C(=O)OCC)C=CC1)F